(3,4,5-trifluorophenyl)ethan-1-one FC=1C=C(C=C(C1F)F)C(C)=O